1-(2-(4-(4,5-diaminopentanoyl)piperazin-1-yl)-2-oxoethyl)-3-hydroxypyridin-2(1H)-one NC(CCC(=O)N1CCN(CC1)C(CN1C(C(=CC=C1)O)=O)=O)CN